N1=C(C=CC=C1)C1=CC(=CC(=C1)C1=CC=C(C=C1)OC)C1=NC=CC=C1 1,3-bis(pyridin-2-yl)-5-(4-methoxyphenyl)benzene